C1(=CC=C(C=C1)C1CCC(CC1)C1CCC(CC1)C=C)C trans-4-(4-tolyl)-4'-vinylbicyclohexane